4-oxo-6-(4-(pyrrolidin-1-yl)-3-(trifluoromethyl)phenyl)-1,4-Dihydropyridine-3-carboxylic acid O=C1C(=CNC(=C1)C1=CC(=C(C=C1)N1CCCC1)C(F)(F)F)C(=O)O